5-(aminomethyl)-1-(4-chlorophenyl)-3-isopropyl-pyrimidine-2,4-dione NCC=1C(N(C(N(C1)C1=CC=C(C=C1)Cl)=O)C(C)C)=O